N-isobutyl-5-(3-methylimidazo[1,2-b]pyridazin-6-yl)-7H-pyrrolo[2,3-d]pyrimidin-2-amine C(C(C)C)NC=1N=CC2=C(N1)NC=C2C=2C=CC=1N(N2)C(=CN1)C